CC1(C(CC=C1C)CC=O)C (2,2,3-Trimethylcyclopent-3-En-1-Yl)Acetaldehyde